ClC1=CC=C(C=C1)CNC(=O)NC1=CC=C(C=C1)CC(=O)N1CC(C1)(C)O N-[(4-chlorophenyl)methyl]({4-[2-(3-hydroxy-3-methylazetidinyl)-2-oxoethyl]phenyl}amino)carboxamide